1-benzothiophene-5-carboxylic acid methyl ester COC(=O)C=1C=CC2=C(C=CS2)C1